C(N)(OC(C(=O)N[C@H](C(=O)N1[C@@H](C[C@H](C1)O)C(NCC1=CC=C(C=C1)C1=C(N=CS1)C)=O)C(C)(C)C)C(C)(C)C)=O (tert-butyl 2-(((S)-1-((2S,4r)-4-hydroxy-2-((4-(4-methylthiazol-5-yl) benzyl) carbamoyl) pyrrolidin-1-yl)-3,3-dimethyl-1-oxobutan-2-yl) amino)-2-oxoethyl) carbamate